2,5,6-triaminopyrimidine NC1=NC(=C(C=N1)N)N